Cl.Cl.BrC1=CC=C(C=C1)C=1N=C2N(C=CC=C2)C1CN1CCNCC1 2-(4-bromophenyl)-3-(piperazin-1-ylmethyl)imidazo[1,2-a]pyridine dihydrochloride